3-methyl-5-(N-(2-fluorobenzyl)-N-phenethylsulfamoyl)benzofuran-2-carboxylic acid CC1=C(OC2=C1C=C(C=C2)S(N(CCC2=CC=CC=C2)CC2=C(C=CC=C2)F)(=O)=O)C(=O)O